6'-methylene-3'-oxotetrahydrospiro[cyclopropane-1,1'-pyrrolizine] C=C1CN2C(CC3(C2C1)CC3)=O